CC1C(C2(N3CCCC13)C(N(C1=CC=CC=C12)C(=O)N)=O)C(=O)NCC(F)(F)F methyl-2-oxo-N2'-(2,2,2-trifluoroethyl)-1',2',5',6',7',7a'-hexahydrospiro[indoline-3,3'-pyrrolizine]-1,2'-dicarboxamide